3,6-dichloro-N-(1-hydroxy-3-methylbut-2-yl)picolinamide dotetraconta-5,7,9,11,15,19,21,23,25-nonaene-13-carboxylate CCCCC=CC=CC=CC=CC(CC=CCCC=CC=CC=CC=CCCCCCCCCCCCCCCCC)C(=O)O.ClC=1C(=NC(=CC1)Cl)C(=O)NC(CO)C(C)C